1-(tert-butyl) 4-ethyl 5-(1-(difluoromethyl)-1H-pyrazol-4-yl)-3,6-dihydropyridine-1,4(2H)-dicarboxylate FC(N1N=CC(=C1)C1=C(CCN(C1)C(=O)OC(C)(C)C)C(=O)OCC)F